2,4-bis(2,4-dimethylphenyl)-s-triazine CC1=C(C=CC(=C1)C)C1=NC=NC(=N1)C1=C(C=C(C=C1)C)C